Cl.CNC(=O)C1=CC2=C(N(N=C2O[C@H]2CNCC2)C2=CC=CC=C2)S1 N-methyl-1-phenyl-3-[(3R)-pyrrolidin-3-yloxy]-1H-thieno[2,3-c]pyrazole-5-carboxamide hydrochloride